5,6-diphenoxy-4,7-bis[5-(2,6-diisopropyl-phenyl)-2-thienyl]benzo[c]1,2,5-thiadiazole O(C1=CC=CC=C1)C1=C(C=2C(=NSN2)C(=C1OC1=CC=CC=C1)C=1SC(=CC1)C1=C(C=CC=C1C(C)C)C(C)C)C=1SC(=CC1)C1=C(C=CC=C1C(C)C)C(C)C